(4-(4-((pyridin-4-yloxy)methyl)benzyl)piperidin-1-yl)(thiophen-3-yl)methanone N1=CC=C(C=C1)OCC1=CC=C(CC2CCN(CC2)C(=O)C2=CSC=C2)C=C1